(5-bromo-2-cyano-4-fluorophenyl)amino-3-oxopropanoate BrC=1C(=CC(=C(C1)NC(C(=O)[O-])C=O)C#N)F